C(C1=CC=CC=C1)OC=1C(C=CN2N(CN(C(C21)=O)CC2CC2)C21C(=CC3=CC(=C(C=C23)F)F)CC=2C=CC=CC21)=O 5-(benzyloxy)-3-(cyclopropylmethyl)-1-(2,3-difluoroindeno[1,2-a]inden-4b(9H)-yl)-2,3-dihydro-1H-pyrido[2,1-f][1,2,4]triazine-4,6-dione